ClC1=C(C=CC=C1)S(=O)(=O)NC1=NC(=C(C=C1)C=1C=C2C=NC(=NC2=C(C1)CC)F)OC 2-chloro-N-(5-(8-ethyl-2-fluoroquinazolin-6-yl)-6-methoxypyridin-2-yl)benzenesulfonamide